NC1=NC(=CC(N1)=O)N 2,6-diaminopyrimidin-4-one